N[C@H](CC(=O)OC(C)(C)C)CCCC tert-butyl (S)-3-aminoheptanoate